7-bromo-1-methyl-pyrazolo[4,3-c]pyridin-4-amine BrC=1C2=C(C(=NC1)N)C=NN2C